3-(5-(1,3,4-oxadiazol-2-yl)pyridin-3-yl)-4-methoxyphenol O1C(=NN=C1)C=1C=C(C=NC1)C=1C=C(C=CC1OC)O